oxetan-3-yl L-alaninate N[C@@H](C)C(=O)OC1COC1